FC(C1=C(C=NN1)C=1C=C2C(=CNC(C2=CC1)=O)CC(C)O)F 6-(5-(Difluoromethyl)-1H-pyrazol-4-yl)-4-(2-hydroxypropyl)-1-oxoisoquinolin